COC=1C=C(C=C(C1)OC)C1=CC(=NN1C1=C(C=CC=C1)N1CCCC1)COC(C(=O)OC)(C)C Methyl 2-([5-(3,5-dimethoxyphenyl)-1-[2-(pyrrolidin-1-yl)phenyl]-1H-pyrazol-3-yl]-methoxy)-2-methylpropanoate